OC=1C=C(C=CC1)C(CP(OCC)(=O)C)C ethyl (2-(3-hydroxyphenyl)propyl)(methyl)phosphinate